N-[2-Diethylamino-6-(4-fluoro-benzylamino)-pyridin-3-yl]-2-(3,4-difluoro-phenyl)-acetamide C(C)N(C1=NC(=CC=C1NC(CC1=CC(=C(C=C1)F)F)=O)NCC1=CC=C(C=C1)F)CC